(R)-2-((6-(2-(acetamidomethyl)-5,5-difluoropiperidine-1-carbonyl)-5-Methylpyridin-2-yl)amino)isonicotinate C(C)(=O)NC[C@@H]1N(CC(CC1)(F)F)C(=O)C1=C(C=CC(=N1)NC=1C=C(C(=O)[O-])C=CN1)C